(±)-8-(trans-2-hydroxy-2-methylcyclopentyl)-6-(methyl-d3)-2-((1-(methylsulfonyl)piperidin-4-yl)amino)pyrido[2,3-d]pyrimidin-7(8H)-one O[C@]1([C@@H](CCC1)N1C(C(=CC2=C1N=C(N=C2)NC2CCN(CC2)S(=O)(=O)C)C([2H])([2H])[2H])=O)C |r|